C(C1=CC=CC=C1)N1C(CN(CC1)C(=O)C=1N=C(NC1)[C@H]1N(C[C@@H](C1)O)C(C(C(C)C)C1=CC(=NO1)OC)=O)=O 1-benzyl-4-[2-[(2S,4R)-4-hydroxy-1-[2-(3-methoxyisoxazol-5-yl)-3-methyl-butyryl]pyrrolidin-2-yl]-1H-imidazole-4-carbonyl]piperazin-2-one